CC1=NC=C(C=C1)C=C 2-methyl-5-vinylpyridine